[Na+].N1=C(C=CC=C1)[C@](N=O)(CC(C)C)C(=O)[O-] pyridylketoleucine sodium salt